3-((6-Amino-5-chloro-pyrimidin-4-ylamino)-methyl)-benzoic acid methyl ester COC(C1=CC(=CC=C1)CNC1=NC=NC(=C1Cl)N)=O